N-{(2S,3R,4S)-1-(cyclopropanecarbonyl)-2-[(2,3'-difluoro-5'-methyl[1,1'-biphenyl]-3-yl)methyl]-4-fluoropyrrolidin-3-yl}-ethanesulfonamide C1(CC1)C(=O)N1[C@H]([C@H]([C@H](C1)F)NS(=O)(=O)CC)CC=1C(=C(C=CC1)C1=CC(=CC(=C1)C)F)F